CC1(OC(OC1(C)C)C=1C=NN(C1)CC(=O)OC(C)(C)C)C tert-butyl 2-(4-(4,4,5,5-tetramethyl-1,3-dioxolan-2-yl)-1H-pyrazol-1-yl)acetate